2,4-dimethyl-2,5-di(t-butylperoxy)hexane CC(C)(CC(C(C)OOC(C)(C)C)C)OOC(C)(C)C